C1(=CC=CC=2C(=CC=CC12)S(=O)(=O)O)S(=O)(=O)O naphthalene-1,5-disulphonic acid